Cl.OCCN (hydroxymethyl)-aminomethane hydrochloride